4-(4-{4-amino-3-[4-(difluoromethanesulfonamido)-3-[(1S)-1-(4-fluorophenyl)ethoxy]phenyl]-1-methyl-1H-pyrazolo[4,3-c]pyridin-7-yl}-1H-pyrazol-1-yl)cyclohexane-1-carboxylic acid NC1=NC=C(C2=C1C(=NN2C)C2=CC(=C(C=C2)NS(=O)(=O)C(F)F)O[C@@H](C)C2=CC=C(C=C2)F)C=2C=NN(C2)C2CCC(CC2)C(=O)O